NC1=C(SC=2N=C(N=C(C21)C)C)C(=O)NC2CC=1C=CC(=NC1CC2)N2CC(C(C2)OC)N 5-amino-N-[2-(3-amino-4-methoxypyrrolidin-1-yl)-5,6,7,8-tetrahydroquinolin-6-yl]-2,4-dimethylthieno[2,3-d]pyrimidine-6-carboxamide